OC(=O)CCCCCCCCC.C1(CC(C(CC1)C(C)C)O)C menthol-capric acid